4-amino-3-methyl-1,3-dihydrofuro[3,4-c][1,7]naphthyridine-8-carboxylic acid hydrochloride Cl.NC1=NC=2C=NC(=CC2C2=C1C(OC2)C)C(=O)O